ClC1=CC=C(C=C1)/C(=C/C(=O)O)/C#N.FC1=C(C(=CC=C1)C(F)(F)F)C(C)=O 1-(2-fluoro-6-(trifluoromethyl)phenyl)ethan-1-one (Z)-3-(4-chlorophenyl)-3-cyanoacrylate